ClC=1C=CC(=C(C1)C1=NN(C=C1NC(=O)C=1C=NN2C1N=CC=C2)CC(=O)N2CCN(CC2)C)OC(F)F Pyrazolo[1,5-a]pyrimidine-3-carboxylic acid {3-(5-chloro-2-difluoromethoxyphenyl)-1-[2-(4-methylpiperazin-1-yl)-2-oxoethyl]-1H-pyrazol-4-yl} amide